OC1=C(C=CC=C1)CC(=O)OC methyl (2-hydroxyphenyl)acetate